2-(6-{[(3R,4S)-3-fluoro-2,2,6,6-tetramethylpiperidin-4-yl]oxy}pyridazin-3-yl)-5-(1,3-oxazol-2-yl)pyridin-3-ol F[C@@H]1C(NC(C[C@@H]1OC1=CC=C(N=N1)C1=NC=C(C=C1O)C=1OC=CN1)(C)C)(C)C